[Na+].NC1=CC=C2C=CC(=CC2=C1)S(=O)(=O)[O-] 7-amino-2-naphthalenesulfonic acid sodium salt